1-(3-pyridyl)-3-(dimethylamino)-2-propen-1-one N1=CC(=CC=C1)C(C=CN(C)C)=O